NC1=C2C(=NC=N1)N(N=C2C2=CC=C(CNC(C1=C(C=CC(=C1)F)OC)=O)C=C2)C=2C=NC(=CC2)N2[C@@H](CNCC2)C (R)-N-(4-(4-amino-1-(6-(2-methylpiperazine-1-yl)pyridin-3-yl)-1H-pyrazolo[3,4-d]pyrimidin-3-yl)benzyl)-5-fluoro-2-methoxybenzamide